(2s,4s)-8-(4-chloro-2-fluorophenyl)-5-(4-chlorobenzyl)-2-(4-hydroxypiperidine-1-carbonyl)-5,8-diazaspiro[3.5]nonane-6,9-dione ClC1=CC(=C(C=C1)N1CC(N(C2(CC(C2)C(=O)N2CCC(CC2)O)C1=O)CC1=CC=C(C=C1)Cl)=O)F